N1N=CC(=C1)CCNC(O[C@H]1[C@H](NC[C@@H]1O)CC1=CC=C(C=C1)C1=CN=CS1)=O (2R,3S,4S)-4-hydroxy-2-(4-(thiazol-5-yl)benzyl)pyrrolidin-3-yl (2-(1H-pyrazol-4-yl)ethyl)carbamate